Tri(2,3,4-trimethyl-2-pentyl)citrat CC(C)(C(C(C)C)C)C(C(C(C(=O)[O-])(C(C)(C(C(C)C)C)C)C(C)(C(C(C)C)C)C)(O)C(=O)[O-])C(=O)[O-]